4-(5-(difluoromethyl)-1,3,4-thiadiazol-2-yl)-2-methoxy-N-(1-methylcyclopropyl)-8-(piperazin-1-yl)quinazoline-6-sulfonamide FC(C1=NN=C(S1)C1=NC(=NC2=C(C=C(C=C12)S(=O)(=O)NC1(CC1)C)N1CCNCC1)OC)F